O.[Sn](Cl)Cl tin (II) chloride monohydrate